C1(CC1)OC1=C2C(=NC(=C1)F)C(=C(N2)C2=CC(=NC=C2)NC(C(CC(F)F)C2=CC=C(C=C2)F)=O)C2=NC=CC=C2.[O].[Zr].[Y].[Ba] Barium-yttrium-zirconium oxygen N-{4-[7-(cyclopropyloxy)-5-fluoro-3-(pyridin-2-yl)-1H-pyrrolo[3,2-b]pyridin-2-yl]pyridin-2-yl}-4,4-difluoro-2-(4-fluorophenyl)butanamide